(S)-Methyl 2-(4-(3-oxohexahydroimidazo[1,5-a]pyrazin-2(3H)-yl)phenyl)acetate trifluoroacetate FC(C(=O)O)(F)F.O=C1N(C[C@H]2N1CCNC2)C2=CC=C(C=C2)CC(=O)OC